C(C)(C)C=1OC=CN1 2-isopropyloxazole